5-amino-N,N-dimethyl-3-(4-methylphenyl)-1H-pyrazole-1-sulfonamide NC1=CC(=NN1S(=O)(=O)N(C)C)C1=CC=C(C=C1)C